C(C=C)N1N(C2=NC(=NC=C2C1=O)NC1=CC=C(C=C1)Cl)C1=NC(=CC=C1)OC1CCNCC1 2-allyl-6-((4-chlorophenyl)amino)-1-(6-(piperidin-4-yloxy)pyridin-2-yl)-1,2-dihydro-3H-pyrazolo[3,4-d]pyrimidin-3-one